[[(1r,3r)-3-[4-[(5-Cyclohexyl-1,3-thiazol-2-yl)amino]-2-oxopyrrolidin-1-yl]cyclobutyl]amino]formonitrile C1(CCCCC1)C1=CN=C(S1)NC1CC(N(C1)C1CC(C1)NC#N)=O